3-mercaptopropylphenyl-triethoxysilane SCCCCCO[Si](OCC)(OCC)C1=CC=CC=C1